1-bromo-2-chloro-4-(3,3-difluorocyclobutoxy)-5-nitrobenzene BrC1=C(C=C(C(=C1)[N+](=O)[O-])OC1CC(C1)(F)F)Cl